Cl.ClC1=C(C(=CC=C1)C)N1N=CC2=C1COC[C@H]2N (S)-1-(2-chloro-6-methylphenyl)-1,4,5,7-tetrahydropyrano[3,4-c]pyrazol-4-amine hydrochloride